FC1(COC1)CN1CSC(=C1C)COC=1C=CC2=C(C=C(O2)C)C1 N-((3-fluorooxetan-3-yl)methyl)-2-methyl-5-((4-methylthiazol-5-yl)methoxy)benzofuran